FC1=C(C=CC(=C1)C1=CC=C(C=C1)OCCOCCOC)C1=CC=C(C=C1)CCC 2'-Fluoro-4''-[2-(2-methoxy-ethoxy)-ethoxy]-4-propyl-[1,1':4',1'']terphenyl